ClC1=C(CN2C=3N(C4=CC=CC=C4C2=O)C=C(N3)C(=O)N3C(CCCC3)C)C=CC=C1 4-(2-chlorobenzyl)-2-(2-methylpiperidine-1-carbonyl)imidazo[1,2-a]quinazolin-5(4H)-one